CC1=C2C(=CC(=C1C(=O)OC)O)C(=O)C3=C(C2=O)C(=C(C=C3)C4(C5=C(C(=CC=C5)O)C(=O)C6=C(C(=C(C=C64)O)C(=O)OC)C)OC(=O)C(C)C)O The molecule is a member of the class of hydroxyanthraquinones isolated from the bark of Scutia myrtina. It has been shown to exhibit antiproliferative and antimalarial activities. It has a role as a metabolite, an antimalarial and an antineoplastic agent. It is a methyl ester, a ring assembly and a dihydroxyanthraquinone.